C(#C)[C@H]1CN(CCO1)C(=O)OC(C)(C)C tert-butyl (S)-2-ethynylmorpholin-4-carboxylate